trans-1-acryloyl-4-((4-(4-(trifluoromethyl)phenyl)phthalazin-1-yl)amino)pyrrolidine-3-carboxamide C(C=C)(=O)N1C[C@H]([C@@H](C1)NC1=NN=C(C2=CC=CC=C12)C1=CC=C(C=C1)C(F)(F)F)C(=O)N